ClC=1C=C(C=CC1F)NC(=O)C1=C(N=CN1C)C1CC2CC(CC2C1)(C1=C(C=NN1)C(F)(F)F)O N-(3-Chloro-4-fluorophenyl)-4-(5-hydroxy-5-(4-(trifluoromethyl)-1H-pyrazol-5-yl)octahydropentalen-2-yl)-1-methyl-1H-imidazole-5-carboxamide